naphthalene-2,6-dicarboxylic fluoride C1=C(C=CC2=CC(=CC=C12)C(=O)F)C(=O)F